tert-butyl 4-((3aR,4R,6R,6aS)-6-(5-bromo-2,4-dichloro-7H-pyrrolo[2,3-d]pyrimidin-7-yl)-2,2-dimethyltetrahydro-4H-cyclopenta[d][1,3]dioxol-4-yl)piperidine-1-carboxylate BrC1=CN(C=2N=C(N=C(C21)Cl)Cl)[C@@H]2C[C@@H]([C@@H]1[C@H]2OC(O1)(C)C)C1CCN(CC1)C(=O)OC(C)(C)C